FC(S(=O)(=O)OC1=CC2(C1)OCCCC2)(F)F 5-oxaspiro[3.5]non-1-en-2-yl trifluoromethanesulfonate